4-[5-(2-aminoethyl)pyrimidin-2-yl]-3-[[5-(3-fluoroazetidin-1-yl)-1,3,4-thiadiazol-2-yl]oxy]benzonitrile NCCC=1C=NC(=NC1)C1=C(C=C(C#N)C=C1)OC=1SC(=NN1)N1CC(C1)F